5-amino-N-methyl-N-((5S)-2-(trifluoromethyl)-5,8-dihydro-6H-pyrano[3,4-b]pyridin-5-yl)-pyrimido[4,5-c][1,7]naphthyridine-9-carboxamide NC1=NC=2C=NC(=CC2C2=C1N=CN=C2)C(=O)N([C@@H]2COCC1=NC(=CC=C12)C(F)(F)F)C